ClC=1C=NC(=C(C(=O)NC2CCC(CC2)CN2C(N(C3=C2C=CC=C3)C3=CC=C(C=C3)C=3SC=CN3)=O)C1)C 5-chloro-2-methyl-N-((1r,4r)-4-((2-oxo-3-(4-(thiazol-2-yl)phenyl)-2,3-dihydro-1H-benzo[d]imidazol-1-yl)methyl)cyclohexyl)nicotinamide